FC=1C=CC(=NC1)C=1N=C(SC1)NC1=NC=CC(=C1)C(F)(F)F (5-Fluoropyridin-2-yl)-N-(4-(trifluoromethyl)pyridin-2-yl)-thiazol-2-amine